4-Chloro-6-((3-methoxyphenyl)amino)-N-phenylpyridineamide ClC1=CC(=NC(=C1)NC1=CC(=CC=C1)OC)C(=O)NC1=CC=CC=C1